C(C)(C)(C)OC(=O)N1[C@@H](CC[C@@H]1[C@@H](O)C1=CC(=CC=C1)F)C1=CC=C(C=C1)Cl.ON=CC1=CCC(CC1)C(C)=O 1-{4-[(hydroxyimino)methyl]cyclohex-3-en-1-yl}ethan-1-one tert-Butyl-(2S,5R)-2-(4-chlorophenyl)-5-((S)-(3-fluorophenyl)(hydroxy)methyl)pyrrolidine-1-carboxylate